(1R,6S,7R)-N-((1R,2R,4S)-7-cyano-7-azabicyclo[2.2.1]heptan-2-yl)-3-(3,5-dichlorophenyl)-3-azabicyclo[4.1.0]heptane-7-carboxamide C(#N)N1[C@H]2[C@@H](C[C@@H]1CC2)NC(=O)[C@@H]2[C@H]1CCN(C[C@@H]21)C2=CC(=CC(=C2)Cl)Cl